CN1N=C(C2=CC(=CC=C12)C(C)(C)O)NC=1C(=NN(C1)C(C)C)C 2-(1-methyl-3-{[3-methyl-1-(propan-2-yl)-1H-pyrazol-4-yl]amino}-1H-indazol-5-yl)propan-2-ol